N-(3-fluoro-4-{[3-(trifluoromethyl)-1-{[2-(trimethylsilyl)ethoxy]methyl}-1H-pyrrolo[2,3-b]pyridin-4-yl]oxy}phenyl)-N'-[(3-methyloxetan-3-yl)methyl]urea FC=1C=C(C=CC1OC1=C2C(=NC=C1)N(C=C2C(F)(F)F)COCC[Si](C)(C)C)NC(=O)NCC2(COC2)C